9-(2-chloro-4-phenoxybenzoyl)-2-((methoxy-d3)methyl)-2-methyl-1,2,4,7-tetrahydro-3H-pyrrolo[3',2':5,6]pyrido[3,4-b]pyrazine ClC1=C(C(=O)C2=CNC3=C2C2=C(NCC(N2)(C)COC([2H])([2H])[2H])C=N3)C=CC(=C1)OC1=CC=CC=C1